BrC1=C(CN(C=C1)C1OCCCC1)CC 4-bromo-3-ethyl-1-(tetrahydro-2H-pyran-2-yl)-1H-pyridine